(S)-2-methyl-4-heptynoic acid C[C@H](C(=O)O)CC#CCC